FC=1C(=NC(=CC1CN1CCOCC1)NC=1SC(=CN1)C)NC1CN(CCC1)C(C=C)=O 1-(3-(3-fluoro-6-(5-methylthiazol-2-ylamino)-4-(morpholinomethyl)pyridin-2-ylamino)piperidin-1-yl)prop-2-en-1-one